2,2-dimethyltetrahydrofurano[3,4-d][1,3]Dioxole-4-carboxamide CC1(OC2C(O1)COC2C(=O)N)C